((3,5-dichloro-4-((3,3-difluoro-2-oxoindolin-5-yl)oxy)phenyl)amino)-2-oxoacetic acid ClC=1C=C(C=C(C1OC=1C=C2C(C(NC2=CC1)=O)(F)F)Cl)NC(C(=O)O)=O